O=C1NC2=CC=C(C=C2C1)C=1C(=NC=CC1)NCCOCCNC(C)=O N-(2-(2-((3-(2-oxoindolin-5-yl)pyridin-2-yl)amino)ethoxy)ethyl)acetamide